2-(1-methylcyclopropyl)-5-nitropyridine CC1(CC1)C1=NC=C(C=C1)[N+](=O)[O-]